3-acetyl-4-methyl-1,8-naphthyridin-2(1H)-one C(C)(=O)C=1C(NC2=NC=CC=C2C1C)=O